N-(but-3-en-1-yl)-N-ethynylbenzenesulfonamide C(CC=C)N(S(=O)(=O)C1=CC=CC=C1)C#C